2-(3-bromopropoxy)ethan-1-ol BrCCCOCCO